O1C(NC2=C1C=CC(=C2)C2(NC(=NC=C2C)NC=2C=C(C(=NC2)N2CCN(CC2)C)C)N)=O 4-(benzoxazolin-2-one-5-yl)-N2-[3-methyl-2-(4-methylpiperazin-1-yl)pyridin-5-yl]-5-methylpyrimidine-2,4-diamine